C(CCCCCCCCCCCCC)C(C(=O)[O-])(CC(=O)[O-])S(=O)(=O)O.[Na+].[Na+] sodium myristylsulfosuccinate